P'-di(2-ethylhexyl)methyldiphosphonic acid C(C)C(CC(P(=O)(O)OP(=O)O)CC(CCCC)CC)CCCC